1-(1-((1-methoxycyclopropyl)methyl)piperidin-4-yl)-1H-pyrazol COC1(CC1)CN1CCC(CC1)N1N=CC=C1